Diepoxybicyclo[4.3.0]nonan C123C4(C(CCC2CCC1)O4)O3